FC=1C=C(C=C(C1)F)C=1C=C(C=NC1)C(=O)N[C@H]1[C@H](CCCC1)F 5-(3,5-difluorophenyl)-N-[cis-2-fluorocyclohexyl]pyridine-3-carboxamide